C(C)NC(=O)C=1SC(=CC1)C=1C=NC=CC1 N-ethyl-5-(pyridin-3-yl)thiophene-2-carboxamide